CNC(=O)C1=NN(C=C1)[C@@H]1CNC[C@H]1OCC1=CC=C(C=C1)C(F)(F)F N-methyl-1-(trans-4-(4-(trifluoromethyl)benzyloxy)pyrrolidin-3-yl)-1H-pyrazole-3-carboxamide